N-(2-(5-fluoro-1H-indol-3-yl)ethyl)-N,2-dimethylpropane-1-amine FC=1C=C2C(=CNC2=CC1)CCN(CC(C)C)C